Ethyl (E)-1-penten-3-ynesulfonate C(=C\C#CC)/S(=O)(=O)OCC